1,1-bis(2,6-difluorophenyl)-1,3-propanediol FC1=C(C(=CC=C1)F)C(CCO)(O)C1=C(C=CC=C1F)F